potassium phosphoate P(=O)([O-])([O-])[O-].[K+].[K+].[K+]